C(O[C@@H]1C2(CCC(C1)(CC2)NC(COC2=CC(=C(C=C2)Cl)F)=O)NC(COC2=CC(=C(C=C2)Cl)F)=O)(OCCCOP(=O)(OC(C)(C)C)OC(C)(C)C)=O (2S)-1,4-bis[2-(4-chloro-3-fluorophenoxy)acetamido]bicyclo[2.2.2]octan-2-yl 3-[(di-tert-butoxyphosphoryl)oxy]propyl Carbonate